2-(4-formyl-1-piperidinyl)-5-(1-hydroxy-1-methyl-ethyl)-1,3-benzothiazol C(=O)C1CCN(CC1)C=1SC2=C(N1)C=C(C=C2)C(C)(C)O